NC1=NNC2=CC(=CC=C12)C1=CC=C(C=C1)S(=O)(=O)N1C[C@@H]([C@@H](CC1)NC1=NC=C(C=C1)C(F)(F)F)O (3S,4R)-1-((4-(3-amino-1H-indazol-6-yl)phenyl)sulfonyl)-4-((5-(trifluoromethyl)pyridin-2-yl)amino)piperidin-3-ol